methyl 6-(7-azabicyclo[2.2.1]heptan-7-yl)-1-oxo-2,3-dihydro-1H-pyrrolo[3,4-c]pyridine-4-carboxylate C12CCC(CC1)N2C2=CC1=C(C(=N2)C(=O)OC)CNC1=O